OC1=CC=C(C=C1)CN 4-hydroxy-phenylmethylamine